BrC=1C(=NC(=C(C1)C)C)NC=1C(=NC=NC1C)C N-(3-bromo-5,6-dimethylpyridin-2-yl)-4,6-dimethylpyrimidin-5-amine